6-(4-(aminomethyl)piperidin-1-yl)-1-(2-methoxyethyl)-1H-indazol NCC1CCN(CC1)C1=CC=C2C=NN(C2=C1)CCOC